6-chloro-4-(3-(5-fluoro-2-methylphenyl)-7,8-dihydro-1,6-naphthyridin-6(5H)-yl)-2-methylquinazoline ClC=1C=C2C(=NC(=NC2=CC1)C)N1CC=2C=C(C=NC2CC1)C1=C(C=CC(=C1)F)C